4-(phenylthio)phenyl-diphenyl-sulfonium phenyl-tri(pentafluorophenyl)borate C1(=CC=CC=C1)[B-](C1=C(C(=C(C(=C1F)F)F)F)F)(C1=C(C(=C(C(=C1F)F)F)F)F)C1=C(C(=C(C(=C1F)F)F)F)F.C1(=CC=CC=C1)SC1=CC=C(C=C1)[S+](C1=CC=CC=C1)C1=CC=CC=C1